N[C@H](CC1=C(C=2N=NC=C(C2S1)NCC=1SC=CC1)C)CS(=O)(=O)C 6-[(2R)-2-amino-3-methanesulfonylpropyl]-7-methyl-N-(thiophen-2-ylmethyl)thieno[3,2-c]pyridazin-4-amine